2-cyano-10-(2-phenylindolizin-3-yl)-10H-phenothiazine C(#N)C1=CC=2N(C3=CC=CC=C3SC2C=C1)C1=C(C=C2C=CC=CN12)C1=CC=CC=C1